C(C)(C)(C)N(C([C@@H](C)N1C(C2=CC(=CC=C2C1)C1=NC(=NC=C1Cl)NC1CCOCC1)=O)=O)C (2R)-N-tert-butyl-2-(6-{5-chloro-2-[(oxan-4-yl)amino]pyrimidin-4-yl}-1-oxo-2,3-dihydro-1H-isoindol-2-yl)-N-methylpropanamide